ClC=1C=C2C=3C=C(C=C(C3N(C2=CC1)S(=O)(=O)C1=CC=C(C)C=C1)CCNC(OC(C)(C)C)=O)NC(C1=CC(=C(C=C1)Cl)Cl)=N tert-butyl (2-(6-chloro-3-(3,4-dichlorobenzimidamido)-9-tosyl-9H-carbazol-1-yl)ethyl)carbamate